BrC1=CC=C(C=C1)[C@@H]1[C@H]([C@@H]([C@@H](C=C1)C)C(=O)OC)C(=O)OC |r| rac-dimethyl (1S,2R,3R,4R)-4'-bromo-4-methyl-1,2,3,4-tetrahydro-[1,1'-biphenyl]-2,3-dicarboxylate